1,4-Oxazepane-4-Carboxamide O1CCN(CCC1)C(=O)N